tert-butyl-{[4-iodo-1-(2-octylcyclopropyl)butan-2-yl]oxy}diphenylsilane methyl-(1R,2S,5S)-6,6-dimethyl-3-[N-(methylsulfonyl)-L-valyl]-3-azabicyclo[3.1.0]hexane-2-carboxylate COC(=O)[C@@H]1[C@H]2C([C@H]2CN1C([C@@H](NS(=O)(=O)C)C(C)C)=O)(C)C.C(C)(C)(C)[Si](C1=CC=CC=C1)(C1=CC=CC=C1)OC(CC1C(C1)CCCCCCCC)CCI